ClC=1C=C(C(=C(C(=O)O)C1)F)C1CN(CC1)C1=CC(=C(C=C1)Cl)Cl 5-chloro-3-(1-(3,4-dichlorophenyl)pyrrolidin-3-yl)-2-fluorobenzoic acid